ClC1=CC(=C(C=C1)COC1=C(C=C(C=C1)C1C=2C(NC(C1)=O)=NNC2)OC)C(F)(F)F 4-(4-{[4-Chloro-2-(trifluoromethyl)phenyl]methoxy}-3-methoxyphenyl)-2H,4H,5H,6H,7H-pyrazolo[3,4-b]pyridin-6-one